C(C1=CC=CC=C1)N1C(C(C(=C1C1=CC=C(C=C1)F)C)(C)C[Se]C1=CC(=CC(=C1)C)C)=O 1-Benzyl-3-(((3,5-dimethylphenyl)seleno)methyl)-5-(4-fluorophenyl)-3,4-dimethyl-1H-pyrrol-2(3H)-one